CC(C(C)NCCCN)CC N-(3-methylpentane-2-yl)propane-1,3-diamine